COCC1(N2CCC(C1=O)CC2)COC(=O)N[C@@H](C(C)C)C(=O)OCC2(N1CCC(C2=O)CC1)COC (2-(methoxymethyl)-3-oxoquinuclidin-2-yl)methyl (((2-(methoxymethyl)-3-oxoquinuclidin-2-yl)methoxy)carbonyl)-L-valinate